4-(4-amino-2-methylphenoxy)-N-(3-methoxypropyl)-2-methylbenzamide NC1=CC(=C(OC2=CC(=C(C(=O)NCCCOC)C=C2)C)C=C1)C